ClC=1C(=CC(=C(C1)S(=O)(=O)NC=1N=CSC1)F)N[C@@H](C)C1=C(C=CC(=C1)Cl)F (S)-5-chloro-4-((1-(5-chloro-2-fluorophenyl)ethyl)amino)-2-fluoro-N-(thiazol-4-yl)benzenesulfonamide